CCCCC/C=C\\C/C=C\\C/C=C\\C/C=C\\C/C=C\\CCC(=O)[O-] The molecule is a polyunsaturated fatty acid anion that is the conjugate base of (4Z,7Z,10Z,13Z,16Z)-docosapentaenoic acid, obtained by deprotonation of the carboxy group; major species at pH 7.3. It is a polyunsaturated fatty acid anion, a long-chain fatty acid anion, a docosapentaenoate and a (4Z,7Z,10Z,13Z,16Z)-docosapentaenoyl derivative. It is a conjugate base of a (4Z,7Z,10Z,13Z,16Z)-docosa-4,7,10,13,16-pentaenoic acid.